CC1=C(\C=C\2/OC(C3=CC(=CC=C23)[N+](=O)[O-])=O)C=CC=C1 (Z)-3-(2-methylbenzylidene)-6-nitroisobenzofuran-1(3H)-one